P(=O)([O-])([O-])O.[Na+].[Na+].C(#N)C=1C=NN2C1C(=CC(=C2)C=2C=NN(C2)C)C2CCN(CC2)C(=O)NCC=2C=NC(=CC2)N2N=CC(=C2)F 4-(3-cyano-6-(1-methyl-1H-pyrazol-4-yl)pyrazolo[1,5-a]Pyridin-4-yl)-N-((6-(4-fluoro-1H-pyrazol-1-yl)pyridin-3-yl)methyl)piperidine-1-carboxamide Disodium Phosphate